BrC1=CN=C(S1)C[C@@H](C(=O)OC)NC(=O)OC(C)(C)C methyl (2S)-3-(5-bromo-1,3-thiazol-2-yl)-2-[(tert-butoxycarbonyl)amino]propanoate